S-propargyl thioacetate C(C)(=O)SCC#C